OC1=C(C=CC2=C1CCO2)C2=C1C(=C(N=N2)NC2CC(CCC2)C(=O)O)C=NC=C1 3-[[1-(4-hydroxy-2,3-dihydrobenzofuran-5-yl)pyrido[3,4-d]pyridazin-4-yl]amino]cyclohexanecarboxylic acid